BrC=1C(=CC2=C(N(CC(CS2)(C)CCCC)C2=CC=CC=C2)C1)OC 7-Bromo-3-butyl-8-methoxy-3-methyl-5-phenyl-2,3,4,5-tetrahydro-1,5-benzothiazepine